2-(4-(4-fluorophenyl)-1-isopropyl-1H-imidazol-5-yl)-N-(5-(6-methyl-3,6-diazabicyclo[3.1.1]heptan-3-yl)pyridin-2-yl)thiazole-4-carboxamide FC1=CC=C(C=C1)C=1N=CN(C1C=1SC=C(N1)C(=O)NC1=NC=C(C=C1)N1CC2N(C(C1)C2)C)C(C)C